C(#N)C1=CN=C(S1)N(CCC1OCC2(CO1)CCN(CC2)C(=O)OC(C)(C)C)CC2=CC(=C(C=C2)OC)F tert-butyl 3-(2-((5-cyanothiazol-2-yl)(3-fluoro-4-methoxybenzyl)amino)ethyl)-2,4-dioxa-9-azaspiro[5.5]undecane-9-carboxylate